ClC1=CC(=NC(=C1)C(C)(C)O)C1=CC(=NC=C1)NC(C)=O N-(4-chloro-6-(2-hydroxypropan-2-yl)-[2,4'-bipyridyl]-2'-yl)acetamide